(S)-1-(3-chloro-4-fluorophenyl)urea ClC=1C=C(C=CC1F)NC(=O)N